CN1C(=C(C=C1C1=CC=CC=C1)C(C(=C)OCC)=O)C 1-(1,2-dimethyl-5-phenyl-1H-pyrrol-3-yl)-2-ethoxyprop-2-en-1-one